2-(2-((5-(2-(2-((5-(isoxazol-3-yl)pentyl)oxy)ethoxy)ethyl)isoxazol-3-yl)methoxy)ethoxy)ethan-1-ol O1N=C(C=C1)CCCCCOCCOCCC1=CC(=NO1)COCCOCCO